3-cyclopropyl-5-((2-fluoro-4-iodophenyl)amino)-6,8-dimethyl-1-(3-(pyridin-2-ylamino)phenyl)pyrido[4,3-d]pyrimidine-2,4,7(1H,3H,6H)-trione C1(CC1)N1C(N(C=2C(C1=O)=C(N(C(C2C)=O)C)NC2=C(C=C(C=C2)I)F)C2=CC(=CC=C2)NC2=NC=CC=C2)=O